Ethyl 2-((1r,4r)-4-(5-bromo-6-cyclopropoxy-2H-indazol-2-yl)cyclohexyl)acetate BrC1=CC2=CN(N=C2C=C1OC1CC1)C1CCC(CC1)CC(=O)OCC